6-[2-amino-9-[(4-amino-2-fluoro-phenyl)methyl]purin-6-yl]pyridine-2-carbonitrile NC1=NC(=C2N=CN(C2=N1)CC1=C(C=C(C=C1)N)F)C1=CC=CC(=N1)C#N